10-(4-(4,6-diphenyl-1,3,5-triazine-2-yl)phenyl)-10H-spiro[acridine-9,9'-fluorene] C1(=CC=CC=C1)C1=NC(=NC(=N1)C1=CC=CC=C1)C1=CC=C(C=C1)N1C=2C=CC=CC2C2(C3=CC=CC=C3C=3C=CC=CC23)C2=CC=CC=C12